C(C)N(C=N)C N-ethyl-N-methylimidoformamide